O([N+](=O)[O-])CCNC(=O)C=1C=NC=CC1 N-[2-(nitroxy)ethyl]-3-pyridinecarboxamide